(4-((3-(7-((3-fluoro-1-methylpiperidin-4-yl)amino)-3-(2,2,2-trifluoro-1-hydroxyethyl)benzo[b]thiophen-2-yl)prop-2-yn-1-yl)amino)-3-methoxyphenyl)dimethylphosphine oxide FC1CN(CCC1NC1=CC=CC2=C1SC(=C2C(C(F)(F)F)O)C#CCNC2=C(C=C(C=C2)P(C)(C)=O)OC)C